γ-(2,3-Epoxypropoxy)propyltrimethoxysilane C(C1CO1)OCCC[Si](OC)(OC)OC